N1=C(C=CC=C1)C=1N=C(C2=C(N1)CCC2)N2CC1C3=CC=CC=C3C(C2)C1 10-[2-(pyridin-2-yl)-5H,6H,7H-cyclopenta[d]pyrimidin-4-yl]-10-azatricyclo[6.3.1.0^{2,7}]dodeca-2,4,6-triene